C([C@H]1CO1)OS(=O)(=O)C1=CC=C(C)C=C1 (R)-p-toluenesulfonic acid glycidyl ester